3-((S)-2,3-dihydro-1H-inden-1-yl)-4-oxobutanoic acid [C@H]1(CCC2=CC=CC=C12)C(CC(=O)O)C=O